(S)-N-((S)-(3-chlorophenyl)(4-(trifluoromethoxy)phenyl)methyl)-5-oxopyrrolidine-3-carboxamide ClC=1C=C(C=CC1)[C@@H](NC(=O)[C@@H]1CNC(C1)=O)C1=CC=C(C=C1)OC(F)(F)F